OC[C@@H](CC(C)C)NC=1C2=C(N=C(N1)SC(C)C=1C=C(C#N)C=CC1)NC(S2)=O 3-{1-[(7-{[(1R)-1-(hydroxymethyl)-3-methylbutyl]amino}-2-oxo-2,3-dihydro[1,3]thiazolo[4,5-d]pyrimidin-5-yl)thio]ethyl}benzonitrile